methylisoquinoline-1-carboxamide CC=1N=C(C2=CC=CC=C2C1)C(=O)N